OCCC=1N=C(C(=NC1)NC1=NNC2=CC(=CC=C12)[C@@H]1C[C@@]12C(NC1=CC=C(C=C21)OC)=O)OC (1R,2S)-2-(3-{[5-(2-hydroxyethyl)-3-methoxypyrazin-2-yl]amino}-1H-indazol-6-yl)-5'-methoxyspiro[cyclopropane-1,3'-indol]-2'(1'H)-one